tris(β-chloroethyl) phosphite P(OCCCl)(OCCCl)OCCCl